C(C)(C)(C)N1C(C(N(CC1)C(=O)OC(C)(C)C)C)CO tert-Butyl 4-tert-butyl-3-(hydroxymethyl)-2-methyl-piperazine-1-carboxylate